2,5,8,11-tetra(4-ethynylphenyl)perylene C(#C)C1=CC=C(C=C1)C1=CC=2C=3C=C(C=C4C=C(C=C(C5=CC(=CC(=C1)C52)C5=CC=C(C=C5)C#C)C43)C4=CC=C(C=C4)C#C)C4=CC=C(C=C4)C#C